FC=1C(=CC2=C(NC(=N2)NC(OC)=O)C1)C1=C(C=CC(=C1)CC1=NNC(C2=CC=CC=C12)=O)F Methyl (6-fluoro-5-(2-fluoro-5-((4-oxo-3,4-dihydrophthalazin-1-yl)methyl)phenyl)-1H-benzoimidazol-2-yl)carbamate